C1N(CCC2=CC=CC=C12)C[C@H](CN1CCOC2=C(C1=O)C=CC(=C2)OCC=2C=NC(=CC2)F)O 4-[(2R)-3-(3,4-dihydro-1H-isoquinolin-2-yl)-2-hydroxy-propyl]-8-[(6-fluoro-3-pyridyl)methoxy]-2,3-dihydro-1,4-benzoxazepin-5-one